(R)-3-(tert-butyl)-3-hydroxytetrahydro-4H-pyran-4-one C(C)(C)(C)[C@]1(COCCC1=O)O